tert-butyl 2-ethoxy-6-(1-methyl-6-oxo-1,6-dihydropyridin-3-yl)-5-oxothiazolo[4,5-b]pyridine-4(5H)-carboxylate C(C)OC=1SC2=C(N(C(C(=C2)C2=CN(C(C=C2)=O)C)=O)C(=O)OC(C)(C)C)N1